5-(4-hydroxyphenyl)cyclopentane-1,2-diol OC1=CC=C(C=C1)C1CCC(C1O)O